CNCC1OCC(C2=C1SC=C2)C2=CC(=C(C=C2)Cl)Cl 4-E-2cis-N-methyl-1-(4-(3,4-dichlorophenyl)-4,7-dihydro-5H-thieno[2,3-c]pyran-7-yl)-methylamine